methyl 2-{[1-(2-nitrophenyl)ethyl]amino}acetate [N+](=O)([O-])C1=C(C=CC=C1)C(C)NCC(=O)OC